pentane-1,5-diyl bis(2-methyl acrylate) CC(C(=O)OCCCCCOC(C(=C)C)=O)=C